2,2-dimethyl-3-[[1-[2-[methyl-[2-(4-methylphenoxy)ethyl]amino]-2-oxo-ethyl]pyrazol-4-yl]amino]-3-oxo-propanoyl chloride CC(C(=O)Cl)(C(=O)NC=1C=NN(C1)CC(=O)N(CCOC1=CC=C(C=C1)C)C)C